6-chloro-N-(5-chloro-6-phenoxy-3-pyridyl)pyrido[3,2-d]pyrimidin-4-amine ClC=1C=CC=2N=CN=C(C2N1)NC=1C=NC(=C(C1)Cl)OC1=CC=CC=C1